1,12-diiodo-6-dodecene ICCCCCC=CCCCCCI